2-(4-(4-methylpiperazin-1-yl)but-2-yl)-3-(piperidin-4-yl)-6-(2-(trifluoromethyl)phenyl)-2H-indazole CN1CCN(CC1)CCC(C)N1N=C2C=C(C=CC2=C1C1CCNCC1)C1=C(C=CC=C1)C(F)(F)F